OCCOC1=C2C(=NC=NC2=CC=C1NC(\C=C\[C@@H]1N(CCC1)C)=O)NC1=CC=C(C=C1)OC1=CC=CC=C1 (R,E)-N-(5-(2-hydroxyethoxy)-4-((4-phenoxyphenyl)amino)quinazolin-6-yl)-3-(1-Methylpyrrolidin-2-yl)acrylamide